C(C)S(=O)(=O)C=1C=C(C=CC1)C(=O)N1CCN(CC1)C=1SC2=C(N1)C=CC(=C2)F (3-ethylsulfonylphenyl)-[4-(6-fluoro-1,3-benzothiazol-2-yl)piperazin-1-yl]methanone